C(CCCCCCCCCC)(=O)N[C@@H](CO)C(=O)O N-n-undecanoyl-serine